FC(=CC=1C=C(C=CC1)CN)F [3-(2,2-difluoroethenyl)phenyl]methanamine